(S)-(6-(5-amino-5,7-dihydrospiro[cyclopenta[b]pyridine-6,4'-piperidine]-1'-yl)-3-((3-chloro-5-fluoropyridin-4-yl)ethynyl)-1H-pyrazolo[3,4-b]pyrazin-5-yl)methanol N[C@@H]1C=2C(=NC=CC2)CC12CCN(CC2)C2=C(N=C1C(=N2)NN=C1C#CC1=C(C=NC=C1F)Cl)CO